2-[[1-[6-[4-cyano-2-(2-methyl-5-pyridin-2-ylpyrazol-3-yl)oxyphenyl]pyridin-3-yl]-2-methylpropan-2-yl]amino]-N,N-dimethylacetamide C(#N)C1=CC(=C(C=C1)C1=CC=C(C=N1)CC(C)(C)NCC(=O)N(C)C)OC=1N(N=C(C1)C1=NC=CC=C1)C